NC1=CC=C(C(=N1)C#N)C=1CCN(CC1)C(=O)OC(C)(C)C tert-butyl 6-amino-2-cyano-3',6'-dihydro-[3,4'-bipyridine]-1'(2'H)-carboxylate